C1(CCCCC1)CNC=1C=C2CCN(C(C2=CC1)=O)C[C@@H](CN1CC2=CC=CC=C2CC1)O 6-(cyclohexylmethylamino)-2-[(2R)-3-(3,4-dihydro-1H-isoquinolin-2-yl)-2-hydroxy-propyl]-3,4-dihydroisoquinolin-1-one